ClC=1C=C(C=NC1N1N=CC=N1)NC(=O)[C@@H]1C[C@@](C2=C1C=NC=1N2N=C(C1)F)(C)C=1C=NN(C1)C(F)F (trans)-N-(5-chloro-6-(2H-1,2,3-triazol-2-yl)pyridin-3-yl)-8-(1-(difluoromethyl)-1H-pyrazol-4-yl)-2-fluoro-8-methyl-7,8-dihydro-6H-cyclopenta[e]pyrazolo[1,5-a]pyrimidine-6-carboxamide